The molecule is an O-acylcarnitine having octanoyl as the acyl substituent. It has a role as a metabolite. It is an O-acylcarnitine and an octanoate ester. CCCCCCCC(=O)OC(CC(=O)[O-])C[N+](C)(C)C